6-(benzo[d][1,3]dioxol-5-ylmethyl)-6-((((tert-butyldimethylsilyl)oxy)methyl)thio)-1,4-dimethylpiperazine-2,3,5-trione O1COC2=C1C=CC(=C2)CC2(C(N(C(C(N2C)=O)=O)C)=O)SCO[Si](C)(C)C(C)(C)C